C1(CC1)OC1=C(C=C(C=C1)F)[N+](=O)[O-] 1-Cyclopropoxy-4-fluoro-2-nitrobenzene